N-(4-cyanobenzyl)-4-(4-methoxybenzoyl)-1H-pyrrole-2-carboxamide C(#N)C1=CC=C(CNC(=O)C=2NC=C(C2)C(C2=CC=C(C=C2)OC)=O)C=C1